N-methyl-5-phenoxybenzene-1,2-diamine CNC=1C(=CC=C(C1)OC1=CC=CC=C1)N